CC1=NNC2=C1N=C(N=C2)N2CCOC1(CC1)C2 7-(3-Methyl-1H-pyrazolo[4,3-d]pyrimidin-5-yl)-4-oxa-7-azaspiro[2.5]octane